O=C1NC(CCC1N1C(C2=CC=C(C=C2C1=O)N1CC(CC1)CN1CCC(CC1)C1=CC=C(C=C1)NC1=C(N=NC(=C1)N1CCCCC1)C(=O)N)=O)=O 4-((4-(1-((1-(2-(2,6-dioxopiperidin-3-yl)-1,3-dioxoisoindolin-5-yl)pyrrolidin-3-yl)methyl)piperidin-4-yl)phenyl)amino)-6-(piperidin-1-yl)pyridazine-3-carboxamide